tert-butyl (2S,4R)-2-(1-hydroxy-1-methylethyl)-4-methanesulfonyloxypyrrolidine-1-carboxylate OC(C)(C)[C@H]1N(C[C@@H](C1)OS(=O)(=O)C)C(=O)OC(C)(C)C